IC1=NN2CCCC3=C(C=CC1=C23)O 2-iodo-7,8-dihydro-6H-pyrazolo[4,5,1-ij]quinolin-5-ol